ClC=1C=C(C2=C(C=C(O2)CNC(=O)C=2C=NN3C2N=CC=C3)C1)C(=O)OC(CF)CF 1,3-Difluoropropan-2-yl 5-chloro-2-((pyrazolo[1,5-a]pyrimidine-3-carboxamido)methyl)benzofuran-7-carboxylate